N1=CC=C(C=C1)C1=CC=C(S1)C=1SC(=CC1)C1=CC=NC=C1 5,5'-bis(pyridin-4-yl)-2,2'-bithiophene